C(C1=CC=CC=C1)OC(=O)N1C[C@@H]2N(CC[C@@H]2[C@@H]1C(=O)O)C(=O)OC(C)(C)C (3AS,4R,6aR)-5-((benzyloxy)carbonyl)-1-(tert-butoxycarbonyl)octahydropyrrolo[3,4-b]pyrrole-4-carboxylic acid